NC1CCN(CC1)C1=C(N=C(C(=N1)C1=CC(=C(C#N)C=C1)F)C1=CC2=CN(N=C2C=C1)C)OC 4-(6-(4-aminopiperidin-1-yl)-5-methoxy-3-(2-methyl-2H-indazol-5-yl)pyrazin-2-yl)-2-fluorobenzonitrile